FC1=C(C(=C(C=C1)F)F)CC(=O)[O-] 2,5,6-trifluorophenylacetate